2,5-Dioxopyrrolidin-1-yl 2-((3-((5r,10r)-3,7-bis(dimethylamino)-5-methyl-3'-oxo-3'H,5H-spiro[dibenzo[b,e]siline-10,1'-isobenzofuran]-5-yl)propyl)thio)acetate CN(C=1C=CC2=C([Si](C3=C(C=CC(=C3)N(C)C)C23OC(C2=CC=CC=C32)=O)(C)CCCSCC(=O)ON3C(CCC3=O)=O)C1)C